4-amino-3-(3,6-dihydro-2H-pyran-4-yl)-1H-pyrazole-5-carboxylic acid methyl ester COC(=O)C1=C(C(=NN1)C=1CCOCC1)N